9,9-bis(4'-hydroxyphenyl)fluorene OC1=CC=C(C=C1)C1(C2=CC=CC=C2C=2C=CC=CC12)C1=CC=C(C=C1)O